OCC1(CCC(CC1)(O)C(F)(F)F)COC 4-(hydroxymethyl)-4-(methoxymethyl)-1-(trifluoromethyl)cyclohexanol